4-methyl-N-(4-methyl-1-azabicyclo[3.2.2]non-4-yl)piperidine-4-carboxamide CC1(CCNCC1)C(=O)NC1(CCN2CCC1CC2)C